ClC=1C=CC=C2C=C(NC12)C(=O)N1CC2(CC1C(=O)OCC)CCC(CC2)(F)F ethyl 2-(7-chloro-1H-indole-2-carbonyl)-8,8-difluoro-2-azaspiro[4.5]decane-3-carboxylate